C(CCCCCCCCCCCCCCCC)[NH3+] 1-heptadecylammonium